C(C)(C)N(C1=NC=C(C=N1)B1OC(C(O1)(C)C)(C)C)C N-isopropyl-N-methyl-5-(4,4,5,5-tetramethyl-1,3,2-dioxaborolan-2-yl)pyrimidin-2-amine